FC=1C=C2CCN(CC2=CC1)C1=CC(=C(C(=C1)C)C1=C(N=C(O1)N)C)C (4-(6-fluoro-3,4-dihydroisoquinolin-2(1H)-yl)-2,6-dimethylphenyl)-4-methyl-oxazol-2-amine